FC=1C(=CC(=C(C=O)C1)OC)C1=NC=2C=CNC(C2C(=C1)NC1=NC=C(C=C1)N1CCC(CC1)O)=O 5-Fluoro-4-(4-((5-(4-hydroxypiperidin-1-yl)pyridin-2-yl)amino)-5-oxo-5,6-dihydro-1,6-naphthyridin-2-yl)-2-methoxybenzaldehyde